Ethyl 1-cyclopropyl-7-(1-((2,4-diaminopyrimidin-5-yl)methyl)indolin-5-yl)-6,8-difluoro-4-oxo-1,4-dihydroquinoline-3-carboxylate 2-hydroxysuccinate OC(C(=O)O)CC(=O)O.C1(CC1)N1C=C(C(C2=CC(=C(C(=C12)F)C=1C=C2CCN(C2=CC1)CC=1C(=NC(=NC1)N)N)F)=O)C(=O)OCC